3-((methylphenoxy)carbonylamino-methyl)-3,5,5-trimethylcyclohexyl-carbamic acid (methylphenyl) ester CC1=C(C=CC=C1)OC(NC1CC(CC(C1)(C)C)(C)CNC(=O)OC1=C(C=CC=C1)C)=O